cobalt-manganese oxalate C(C(=O)[O-])(=O)[O-].[Mn+2].[Co+2].C(C(=O)[O-])(=O)[O-]